CC1=CC=C2CCNCC2=C1 7-methyl-1,2,3,4-tetrahydro-isoquinoline